ClC=1C2=C(N=CN1)C=C(O2)C2=CC=C(C(=O)N1C[C@H](O[C@H](C1)C)C)C=C2 (2R,6S)-4-(4-{4-Chlorofurano[3,2-d]pyrimidin-6-yl}benzoyl)-2,6-dimethylmorpholine